CC=1C(=NC(=NC1)NC1=CC=C(C=C1)N1CCN(CC1)C)NC=1C=C2C=CN(C2=CC1)C 5-methyl-N4-(1-methyl-1H-indol-5-yl)-N2-(4-(4-methylpiperazin-1-yl)phenyl)pyrimidine-2,4-diamine